CC(CS(=O)(=O)[O-])C 2,2-dimethyl-ethylsulphonate